7-((5-methyl-1H-pyrazol-3-yl)amino)-5-(((1R,3S,5S)-8-(2-oxo-tetrahydro-2H-pyran-3-yl)-8-azabicyclo[3.2.1]oct-3-yl)amino)-1,6-naphthyridine-3-carboxylic acid methyl ester COC(=O)C=1C=NC2=CC(=NC(=C2C1)NC1C[C@H]2CC[C@@H](C1)N2C2C(OCCC2)=O)NC2=NNC(=C2)C